F[C@H]1CN(CCO[C@@H]1C(=O)N1[C@H](C2=CC=CC=C2CC1)C1=CC=C(C=C1)F)C(=O)OCCCC butyl (6S,7R)-6-fluoro-7-((S)-1-(4-fluorophenyl)-1,2,3,4-tetrahydroisoquinoline-2-carbonyl)-1,4-oxazepane-4-carboxylate